C(C=C)(=O)OC(C)C.[Zn] zinc 2-propyl acrylate